isobutyl (7-((3aR,4R,6R,6aR)-4-cyano-6-(((isobutoxycarbonyl)oxy)methyl)-2,2-dimethyltetrahydrofuro[3,4-d][1,3]dioxol-4-yl)pyrrolo[2,1-f][1,2,4]triazin-4-yl)carbamate C(#N)[C@]1(O[C@@H]([C@H]2OC(O[C@H]21)(C)C)COC(=O)OCC(C)C)C2=CC=C1C(=NC=NN12)NC(OCC(C)C)=O